FC=1C=CC(=NC1)C(=O)NC1=CC=CC(=N1)C(=O)O 6-(5-fluoropyridine-2-carboxamido)pyridine-2-carboxylic acid